tert-butyl (R)-5-(((tert-butyldimethylsilyl) oxy) methyl)-3,3-diethyl-2-oxopyrrolidine-1-carboxylate [Si](C)(C)(C(C)(C)C)OC[C@H]1CC(C(N1C(=O)OC(C)(C)C)=O)(CC)CC